4-((5'S,7a'R)-5'-(3,5-difluorophenyl)-3'-oxo-tetrahydro-3'H-spiro-[piperidine-4,2'-pyrrolo-[2,1-b]oxazole]-1-carbonyl)benzonitrile FC=1C=C(C=C(C1)F)[C@@H]1CC[C@H]2OC3(C(N21)=O)CCN(CC3)C(=O)C3=CC=C(C#N)C=C3